C(#N)C=1C=C(C=CC1OC)C=1OC=C(N1)CNC(C1=C(C=CC=C1)OCC)=O N-((2-(3-cyano-4-methoxyphenyl)oxazol-4-yl)methyl)-2-ethoxybenzamide